(1,3-cyclohexadienyl)(ethylphenyl)ruthenium C1(=CC=CCC1)[Ru]C1=C(C=CC=C1)CC